N-(5-((4-(4-(2,6-dioxopiperidin-3-yl)benzyl)piperazin-1-yl)methyl)-1-((1s,4s)-4-(hydroxymethyl)cyclohexyl)-1H-benzo[d]imidazol-2-yl)-3-(trifluoromethyl)benzamide O=C1NC(CCC1C1=CC=C(CN2CCN(CC2)CC2=CC3=C(N(C(=N3)NC(C3=CC(=CC=C3)C(F)(F)F)=O)C3CCC(CC3)CO)C=C2)C=C1)=O